6-(3-methoxy-2-methylphenyl)-2-(5-fluoropyrimidin-2-yl)phthalazin-1(2H)-one COC=1C(=C(C=CC1)C=1C=C2C=NN(C(C2=CC1)=O)C1=NC=C(C=N1)F)C